hexamethylenebis[(3,5-di-tert-butyl-4-hydroxyphenyl)propionamide] C(C)(C)(C)C=1C=C(C=C(C1O)C(C)(C)C)C(C(=O)N)(C)CCCCCCC(C(=O)N)(C)C1=CC(=C(C(=C1)C(C)(C)C)O)C(C)(C)C